2,4-bis(dibutylamino)-6-(3-triethoxysilylpropyl)amino-1,3,5-triazine C(CCC)N(C1=NC(=NC(=N1)N(CCCC)CCCC)NCCC[Si](OCC)(OCC)OCC)CCCC